COC=1C=2N(C=C(C1)C1=C(C(=NN1)C(=O)NC1CCN(CC1)CC(=O)NC)CC(F)(F)F)N=CN2 5-(8-methoxy-[1,2,4]triazolo[1,5-a]pyridin-6-yl)-N-(1-(2-(methylamino)-2-oxoethyl)piperidin-4-yl)-4-(2,2,2-trifluoroethyl)-1H-pyrazole-3-carboxamide